6-{[(1S,3S)-3-hydroxycyclohexyl]amino}-N-[(7-methoxy-1H-indol-4-yl)methyl]imidazo[1,2-a]pyridine-3-carboxamide O[C@@H]1C[C@H](CCC1)NC=1C=CC=2N(C1)C(=CN2)C(=O)NCC2=C1C=CNC1=C(C=C2)OC